2-(piperidin-4-yloxy)-4-(trifluoromethyl)pyridine hydrochloride Cl.N1CCC(CC1)OC1=NC=CC(=C1)C(F)(F)F